(2-hydroxybenzene-1,3,4-triyl)trimethanol OC1=C(C=CC(=C1CO)CO)CO